(S)-3-(3-Chloro-4-(trifluoromethyl)-1H-indazol-1-yl)-N-(6-cyano-5-(trifluoromethyl)pyridin-3-yl)-2-hydroxy-2-methylpropanamide ClC1=NN(C2=CC=CC(=C12)C(F)(F)F)C[C@](C(=O)NC=1C=NC(=C(C1)C(F)(F)F)C#N)(C)O